[Br-].C(CCCCCCC)[N+](C)(C)CC octyl-ethyl-dimethyl-ammonium bromide